tert-butyl (S)-4-(7-(4-chloropyridin-2-yl)-5-(isopropyl(methyl)amino)-7H-pyrrolo[2,3-d]pyrimidin-4-yl)-3-methylpiperazine-1-carboxylate ClC1=CC(=NC=C1)N1C=C(C2=C1N=CN=C2N2[C@H](CN(CC2)C(=O)OC(C)(C)C)C)N(C)C(C)C